(terephthalic acid) tartrate C(=O)(O)C(O)C(O)C(=O)O.C(C1=CC=C(C(=O)O)C=C1)(=O)O